NC(CC(=O)O)C(CC(=O)O)N β,β'-diaminoadipic acid